BrC1=CC2=C(C(CO2)=NO)C=C1 6-bromobenzofuran-3(2H)-one oxime